CNC(=O)C1=NC=C(C=C1)N1[C@H]2CC[C@H]2N(CC1)CC1=CN=C2C3=C(C(NC2=C1)=O)CCC3 N-methyl-5-[(1S,6R)-5-((6-oxo-5H,7H,8H,9H-cyclopenta[c]1,5-naphthyridin-3-yl)methyl)-2,5-diazabicyclo[4.2.0]oct-2-yl]pyridine-2-carboxamide